ClC1=CC(=C(C(=C1)F)NC=1N(C2=NC(=NC=C2N1)NC(C)C)C1CCC(CC1)C(=O)N)F (1s,4s)-4-(8-(4-chloro-2,6-difluorophenylamino)-2-(isopropylamino)-9H-purin-9-yl)cyclohexanecarboxamide